C(C)C1=NNC(=C1[N+](=O)[O-])CC(=O)N (3-ethyl-4-nitro-1H-pyrazol-5-yl)acetamide